3-{[(4Z)-3-(tert-Butoxycarbonyl)-1-[1-(4-cyanophenyl)-2-hydroxyethyl]-2,5-dioxoimidazolidin-4-ylidene]methyl}-6-chloroindole-1-carboxylic acid tert-butyl ester C(C)(C)(C)OC(=O)N1C=C(C2=CC=C(C=C12)Cl)\C=C\1/N(C(N(C1=O)C(CO)C1=CC=C(C=C1)C#N)=O)C(=O)OC(C)(C)C